N-methyl-N-phenyl-N'-phenylurea CN(C(=O)NC1=CC=CC=C1)C1=CC=CC=C1